NC1=NC(=C2C(=N1)N(N=C2)CC2=CC(=C(C=C2)N)C)C2=CC=CC(=N2)C#N 6-[6-amino-1-[(4-amino-3-methyl-phenyl)methyl]pyrazolo[3,4-d]pyrimidin-4-yl]pyridine-2-carbonitrile